C(=C)(C)[C@H](C\C=C(/CCC(=O)[O-])\C)CCC=C (3Z,6S)-6-isopropenyl-3-methyl-3,9-decadienylcarboxylate